NC1=NC=2C=C(C=CC2C2=C1N=C(N2OCCCCNC(OC(C)(C)C)=O)CCCC)Br tert-butyl (4-((4-amino-7-bromo-2-butyl-1H-imidazo[4,5-c]quinolin-1-yl)oxy)butyl)carbamate